Tert-butyl (S)-4-(trifluoroethyl)-3-ethylpiperazine-1-carboxylate FC(CN1[C@H](CN(CC1)C(=O)OC(C)(C)C)CC)(F)F